[N+](=O)([O-])C1=CC2=C(O1)C=CC1=CC(=CC=C12)OC 2-Nitro-7-methoxynaphtho[2,1-b]furan